C(C)C1N(C2=C([NH+]1C)C=CC=C2)CC(=O)O[C@H]2[C@@H](CC[C@H](C2)C)C(C)C 2-ethyl-1-methyl-3-[2-[[(1R,2S,5R)-5-methyl-2-(1-methylethyl)cyclohexyl]oxy]-2-oxoethyl]-1H-benzimidazolium